7-(3-(trimethylsilyl)propionyl)quinoline-4-carboxylic acid methyl ester COC(=O)C1=CC=NC2=CC(=CC=C12)C(CC[Si](C)(C)C)=O